2,2-Dimethyl-3-(5-(2-phenylthiazol-5-yl)-3-(pivaloyloxy)pyridinecarboxamido)propanoic acid ethyl ester C(C)OC(C(CNC(=O)C1=NC=C(C=C1OC(C(C)(C)C)=O)C1=CN=C(S1)C1=CC=CC=C1)(C)C)=O